C(C)CC(CCC)N ethyl-2-pentanamine